C(#N)C=1C=C(C=CC1F)NC(=O)N1C2CCC1CC=1C(=NC=CC12)F (±)-N-(3-cyano-4-fluorophenyl)-1-fluoro-6,7,8,9-tetrahydro-5H-5,8-epiminocyclohepta[c]pyridine-10-carboxamide